3-(6-chloro-3-oxo-1H-pyrrolo[3,4-c]pyridin-2-yl)piperidine-2,6-dione ClC1=CC2=C(C=N1)C(N(C2)C2C(NC(CC2)=O)=O)=O